C12NCC(CC1)(C2)C(=O)N 2-azabicyclo[2.2.1]heptane-4-carboxamide